ClCC=1C(=NC(=NC1)SC)NC 5-(chloromethyl)-N-methyl-2-(methylthio)pyrimidin-4-amine